(±)-2-(3-((2-(7-Bromobenzofuran-5-yl-2,3-d2)-2-hydroxyethyl)(methyl)amino)-2-hydroxyphenyl)acetic acid ethyl ester C(C)OC(CC1=C(C(=CC=C1)N(C)C[C@H](O)C=1C=C(C2=C(C(=C(O2)[2H])[2H])C1)Br)O)=O |r|